C(OCC1=CC=C(C=C1)SC)(=S)SC S-methyl O-(4-(methylthio)benzyl) carbonodithioate